N1(CCC1)C(=O)C1=CC(=C(C=C1)C1=NC=2C=CNC(C2C(=C1)NC1=NC=C(C=C1)N1CCC(CC1)O)=O)F 2-[4-(azetidine-1-carbonyl)-2-fluoro-phenyl]-4-[[5-(4-hydroxy-1-piperidyl)-2-pyridyl]amino]-6H-1,6-naphthyridin-5-one